[N+](=O)([O-])C=1C=C(C(=C(C1)C(=O)O)C(=O)O)C(=O)O 5-nitro-1,2,3-benzenetricarboxylic acid